Cl.FC1(CC(NCC1)C(=O)O)F 4,4-difluoropiperidine-2-carboxylic acid hydrochloride